ClC=1C=C(OC2=CC=C(CC3(NC(=NC=4N3N=CC4C(C)C)NC4CCOCC4)N)C=C2)C=CC1Cl 4-(4-(3,4-dichlorophenoxy)benzyl)-8-isopropyl-N2-(tetrahydro-2H-pyran-4-yl)pyrazolo[1,5-a][1,3,5]triazine-2,4-diamine